4-amino-4-ethoxy-1,1,1-trifluoro-3-buten-2-one NC(=CC(C(F)(F)F)=O)OCC